NC1=NC(=C2N=CN(C2=N1)[C@H]1C=C[C@H](C1)CO[P@@](=O)(OC1=CC=CC=C1)N[C@@H](C)C(=O)OC(C)C)OC(C)C Isopropyl ((R)-(((1S,4R)-4-(2-amino-6-isopropoxy-9H-purin-9-yl)cyclopent-2-en-1-yl)methoxy)(phenoxy)phosphoryl)-L-alaninate